BrC=1C=C2CN(C(C2=CC1)=O)CC1=CC=C(C=C1)OC 5-bromo-2-[(4-methoxyphenyl)methyl]-2,3-dihydro-1H-isoindol-1-one